F[B-](F)(F)F.[K+].NC=1C(=NC(=C(N1)C=1OC(=CC1)C)C1=CC(=NC(=C1)C)C)C(=O)NCC1=C(C=CC=C1F)F 3-amino-N-(2,6-difluorobenzyl)-6-(2,6-dimethylpyridin-4-yl)-5-(5-methylfuran-2-yl)pyrazine-2-carboxamide potassium tetrafluoroborate salt